3-(4-(2-((tert-butoxycarbonyl)amino)ethyl)piperazin-1-yl)propanoic acid C(C)(C)(C)OC(=O)NCCN1CCN(CC1)CCC(=O)O